C(C)(C)N1N=NC2=C1C=CC(=C2)C2=NOC(=N2)C2=CC(=NC=C2)C(C)C 3-(1-isopropyl-1H-benzo[d][1,2,3]triazol-5-yl)-5-(2-isopropyl-pyridin-4-yl)-1,2,4-oxadiazole